2-hydroxy-4-nonyloxy-acetophenone OC(C)CC(CCCCC)OCC(=O)C1=CC=CC=C1